(pent-4-en-1-yl)isoindoline-1,3-dione C(CCC=C)N1C(C2=CC=CC=C2C1=O)=O